4-fluoropropenylphenylphenylphenylalanine FCC=CC1=CC=C(C=C1)N([C@@H](CC1=CC=CC=C1)C(=O)O)C1=CC=CC=C1